Tert-butyl 6-[2-(1,3-dioxoisoindolin-2-yl)-1-methyl-ethyl]-2-azaspiro[3.3]heptane-2-carboxylate O=C1N(C(C2=CC=CC=C12)=O)CC(C)C1CC2(CN(C2)C(=O)OC(C)(C)C)C1